(2S,4aR,4bS,6aR,7R,10aS,10bS)-2-ethyl-4a,6a-dimethyl-7-((2R,5R)-6,6,6-trifluoro-5-hydroxy-5-methylhexan-2-yl)-1,2,3,4,4a,4b,5,6,6a,7,8,9,10,10a,10b,11-hexadecahydrochrysen-2-ol C(C)[C@]1(CC2=CC[C@H]3[C@@H]4CCC[C@@H]([C@]4(CC[C@@H]3[C@]2(CC1)C)C)[C@H](C)CC[C@@](C(F)(F)F)(C)O)O